C1N(C[C@H]2CCCC[C@@H]12)CC#CC1=NC=CC(=C1)N1C2CN(CC1CC2)C=2C=C(N=NC2N)C2=C(C=CC=C2)O 2-[5-[8-[2-[3-[(3aS,7aR)-1,3,3a,4,5,6,7,7a-octahydroisoindol-2-yl]prop-1-ynyl]-4-pyridyl]-3,8-diazabicyclo[3.2.1]octan-3-yl]-6-amino-pyridazin-3-yl]phenol